COC=1C=C(C=CC1OC)C1=CN=C2SC(=NN21)NC2CCC(CC2)O 4-[[5-(3,4-dimethoxyphenyl)imidazo[2,1-b][1,3,4]thiadiazol-2-yl]amino]cyclohexanol